C1(C=CC(N1CCC(=O)C(C(CO)O)O)=O)=O 3-maleimido-propionyl-2-hydroxy-1,3-propanediol